methyl-2,2-dimethylpropanoate COC(C(C)(C)C)=O